(6aR)-8-acryloyl-1-((R)-2-methylpyrrolidin-1-yl)-4-chloro-3-(2-fluoro-6-hydroxyphenyl)-6,6a,7,8,9,10-hexahydro-12H-pyrazino[2,1-c]pyrido[3,4-f][1,4]oxazepin-12-one C(C=C)(=O)N1C[C@@H]2COC3=C(C(N2CC1)=O)C(=NC(=C3Cl)C3=C(C=CC=C3O)F)N3[C@@H](CCC3)C